11-Acetyl-9-methyl-2-(trifluoromethyl)isochromeno[4,3-b]chromen-7(5H)-one C(C)(=O)C=1C=C(C=C2C(C3=C(OC12)C1=CC(=CC=C1CO3)C(F)(F)F)=O)C